C(CCC)C=1C=C(C=CC1)CC(NO)=N 2-(3-butylphenyl)-N-hydroxyacetimidamide